F[C@H]1[C@@H](C1)C(=O)NC=1C=CC(=NC1)C=1N=NN(C1NC(O[C@H](C)C=1C(=NC=CC1)F)=O)C (R)-1-(2-fluoropyridin-3-yl)ethyl (4-(5-((1S,2R)-2-fluorocyclopropane-1-carboxamido)pyridin-2-yl)-1-methyl-1H-1,2,3-triazol-5-yl)carbamate